(1R)-2,2-difluoro-N-[7-(4-methyl-6-propionylpyridin-3-yl)isoquinolin-3-yl]cyclopropane-1-carboxamide FC1([C@H](C1)C(=O)NC=1N=CC2=CC(=CC=C2C1)C=1C=NC(=CC1C)C(CC)=O)F